ClC1=C(OC=2C=CC(=C(OC(C(=O)NCC)C)C2)[N+](=O)[O-])C=CC(=C1)Cl 2-[5-(2,4-dichlorophenoxy)-2-nitrophenoxy]-N-ethylpropanamide